NC1(CCN(CC1)C1=NC(=C(C=2N1C=CN2)C2=CC(=C(C=C2)F)O)C2=CC(=C(C#N)C=C2)F)C 4-(5-(4-amino-4-methylpiperidin-1-yl)-8-(4-fluoro-3-hydroxyphenyl)imidazolo[1,2-c]pyrimidin-7-yl)-2-fluorobenzonitrile